dilithium 1,1'-biphenyl C1(=CC=CC=C1)C1=CC=CC=C1.[Li].[Li]